tert-Butyl 4-(4-((4-(1-(3-cyanobenzyl)-3-(pyridin-3-yl)-1H-pyrazol-4-yl)pyrimidin-2-yl)amino)phenyl)piperazine-1-carboxylate C(#N)C=1C=C(CN2N=C(C(=C2)C2=NC(=NC=C2)NC2=CC=C(C=C2)N2CCN(CC2)C(=O)OC(C)(C)C)C=2C=NC=CC2)C=CC1